C(CC=CCC)OC1=C(C=CC(=C1)C)C(C)C 2-(hex-3-en-1-yloxy)-1-isopropyl-4-methylbenzene